N-(4-(chlorodifluoromethoxy)phenyl)-6-fluoro-1-isopropyl-7-(pyrimidin-5-yl)-1H-benzo[d]imidazole-5-carboxamide ClC(OC1=CC=C(C=C1)NC(=O)C1=CC2=C(N(C=N2)C(C)C)C(=C1F)C=1C=NC=NC1)(F)F